C(C)OC(CC(F)OCC)F 1,3-diethoxy-1,3-difluoropropane